CN1C(N(C=2N=C(N(C2C1=O)C)S(=O)(=O)CC1=CC=C(C=C1)C1(N=NC=CC=C1)C(F)(F)F)C)=O 1,3,7-trimethyl-8-(4-(3-(trifluoromethyl)-3H-diazepin-3-yl)benzylsulfonyl)-1H-purine-2,6(3H,7H)-dione